BrC=1C2=C(SC1C(F)(F)P(OCC)(OCC)=O)C(=CC(=C2)C(N)=O)OCC(CC(F)(F)F)O diethyl ((3-bromo-5-carbamoyl-7-(4,4,4-trifluoro-2-hydroxybutoxy)benzo[b]thiophen-2-yl)difluoromethyl)phosphonate